1-(dibenzo[b,d]furan-3-yl)ethan-1-one Benzyl-(3S)-1-cyano-2-azaspiro[4.4]non-7-ene-3-carboxylate hydrochloride Cl.C(C1=CC=CC=C1)OC(=O)[C@H]1NC(C2(C1)CC=CC2)C#N.C2=CC(=CC=1OC3=C(C12)C=CC=C3)C(C)=O